6-(4-chlorophenyl)-3-oxo-2-(pyridin-3-yl)-N-[(2R)-1,1,1-trifluoro-3-hydroxy-3-methylbutan-2-yl]-2,3-dihydropyridazine-4-carboxamide ClC1=CC=C(C=C1)C=1C=C(C(N(N1)C=1C=NC=CC1)=O)C(=O)N[C@@H](C(F)(F)F)C(C)(C)O